4-{5-[(1S)-2-hydroxy-1-(phenylformamido)ethyl]-1,2,4-oxadiazol-3-yl}-N-(3-methoxypropyl)benzamide OC[C@H](NC(=O)C1=CC=CC=C1)C1=NC(=NO1)C1=CC=C(C(=O)NCCCOC)C=C1